2-(5-chloro-2,4-difluorophenyl)-4,4,5,5-tetramethyl-1,3,2-dioxaborolane ClC=1C(=CC(=C(C1)B1OC(C(O1)(C)C)(C)C)F)F